C(CNC(CCCCCCCCCCCCCCCCC)=O)NC(CCCCCCCCCCCCCCCCC)=O N,N'-ethylenedistearamide